N-ethyl-9H-fluorene-9-imine C(C)N=C1C2=CC=CC=C2C=2C=CC=CC12